N[C@H]1[C@H](N(CC1)C1=NC(=CC(=C1C#N)C(F)(F)F)C)C(=O)N(C1=NN(C=C1)C)C (2S,3R)-3-amino-1-(3-cyano-6-methyl-4-(trifluoromethyl)pyridin-2-yl)-N-methyl-N-(1-methyl-1H-pyrazol-3-yl)pyrrolidine-2-carboxamide